5-[(3R)-3-(3-methyl-2-oxoimidazolidin-1-yl)piperidin-1-yl]-3-{[4-(4-methylpiperidin-4-yl)phenyl]amino}pyrazine-2-carboxamide methyl-3-isopropylidene-3-isopropyl-lactate COC(C(O)C(C(C)C)=C(C)C)=O.CN1C(N(CC1)[C@H]1CN(CCC1)C=1N=C(C(=NC1)C(=O)N)NC1=CC=C(C=C1)C1(CCNCC1)C)=O